CC1=C(CC2CCC3(CNC3)CC2)C=CC=C1 7-(2-methylbenzyl)-2-azaspiro[3.5]Nonane